Dibromo(mesitylene) ruthenium (II) [Ru+2].BrC1=C(C(=C(C=C1C)C)Br)C